C(CCC(=O)[O-])(=O)OC methyl butanedioate